N-[(2R)-1-Hydroxypropan-2-yl]-5-[(2R)-2-methylpyrrolidin-1-yl]-6-[4-(trifluoromethyl)phenoxy]pyridine-3-carboxamide OC[C@@H](C)NC(=O)C=1C=NC(=C(C1)N1[C@@H](CCC1)C)OC1=CC=C(C=C1)C(F)(F)F